FC(C1=CC=C(C(=O)SC(CCCCCCCC)C2=C(C3=C(C=CC(=C3C(=C2)OC)OC)OC)OC)C=C1)(F)F 2-[1-(4-trifluoromethylbenzoyl)thio-nonyl]-1,4,5,8-tetramethoxynaphthalene